C[Si](C)(C)C[Sb-](C[Si](C)(C)C)(Cl)Cl bis[(trimethylsilyl)methyl]antimony (III) dichloride